BrC1=C(C=CC=C1)C(F)(F)F 2-bromobenzotrifluoride